C(C1=CC=CC=C1)N(C(O)=O)CC1=NC=CC(=C1)C1CN(CCC1(F)F)C(C(=O)NC1=NC=C(C=C1)OC1=C(C=C(C=C1)F)F)C.OC1=C(C(=O)NCC#C)C=CC=C1 hydroxy-N-(prop-2-yn-1-yl)benzamide benzyl-((4-(1-(1-((5-(2,4-difluorophenoxy)pyridin-2-yl)amino)-1-oxopropan-2-yl)-4,4-difluoropiperidin-3-yl)pyridin-2-yl)methyl)carbamate